((1R,2R,3S,4S)-7-oxabicyclo[2.2.1]heptane-2,3-diyl)dimethanol [C@H]12[C@H]([C@H]([C@H](CC1)O2)CO)CO